[Zr+4].C(C)(=O)[O-].C(C)(=O)[O-].C(C)(=O)[O-].C(C)(=O)[O-] acetic acid zirconium salt